COC1=CC2=C(N=CN=C2O)C=N1 6-Methoxypyrido[3,4-d]pyrimidin-4-ol